CC1N(CCNC1)C1N(CCCC1)C1=NN(C2=CC=CC=C12)C 2-methylpiperazin-1-yl-1-methyl-1H-indazol-3-yl-piperidine